(R)-6-chloro-5-(4-((7-ethyl-6-oxo-5,6-dihydro-1,5-naphthyridin-3-yl)methyl)piperazin-1-yl)-N-(tetrahydrofuran-3-yl)picolinamide ClC1=C(C=CC(=N1)C(=O)N[C@H]1COCC1)N1CCN(CC1)CC=1C=NC=2C=C(C(NC2C1)=O)CC